ClC1=CC=C(C(=N1)S(=O)(=O)NC1CC1)O[C@H](C)C=1C=C(C=C2C(C(=C(OC12)C=1C=NC=CC1)C)=O)C 6-Chloro-N-cyclopropyl-3-[(1R)-1-[3,6-dimethyl-4-oxo-2-(3-pyridyl)chromen-8-yl]ethoxy]pyridine-2-sulfonamide